tert-butyl 6-((5R,8S)-4-chloro-3-methyl-5,6,7,8-tetrahydro-5,8-methanoquinolin-2-yl)-2,6-diazaspiro[3.4]octane-2-carboxylate ClC1=C(C(=NC=2[C@H]3CC[C@@H](C12)C3)N3CC1(CN(C1)C(=O)OC(C)(C)C)CC3)C